trans-N-((trans-4-(6-cyano-5-methoxypyridin-2-yl)cyclohexyl)methyl)-N-(3-(1-cyclopropyl-1H-pyrazol-4-yl)phenyl)-4-hydroxycyclohexanecarboxamide C(#N)C1=C(C=CC(=N1)[C@@H]1CC[C@H](CC1)CN(C(=O)[C@@H]1CC[C@H](CC1)O)C1=CC(=CC=C1)C=1C=NN(C1)C1CC1)OC